BrC=1C=C(N2N=CN=C(C21)CC(=O)N)[C@@H]2O[C@]([C@H]1OC(O[C@H]12)(C)C)(C#N)CO[Si](C)(C)C(C)(C)C (5-bromo-7-((3aS,4S,6R,6aS)-6-(((tert-butyldimethylsilyl)oxy)methyl)-6-cyano-2,2-dimethyltetrahydrofurano[3,4-d][1,3]dioxolan-4-yl)pyrrolo[2,1-f][1,2,4]triazin-4-yl)acetamide